CN(CCNC(OC1(CC(C1)OC1=C2C=NN(C2=CC(=C1)Br)C1OCCCC1)C(C)(C)C)=O)C trans-tert-butyl(3-((6-bromo-1-(tetrahydro-2H-pyran-2-yl)-1H-indazol-4-yl)oxy) cyclobutyl) (2-(dimethylamino)ethyl)carbamate